3-(5-(3-((3-chlorophenoxy)methyl)phenyl)-3-hydroxypicolinamido)-2,2-dimethylpropanoic acid ClC=1C=C(OCC=2C=C(C=CC2)C=2C=C(C(=NC2)C(=O)NCC(C(=O)O)(C)C)O)C=CC1